3-[8-amino-6-(3-methylisoxazol-5-yl)imidazo[1,2-a]pyrazin-3-yl]-N-(trans-4-hydroxycyclohexyl)-4-methylbenzenesulfonamide NC=1C=2N(C=C(N1)C1=CC(=NO1)C)C(=CN2)C=2C=C(C=CC2C)S(=O)(=O)N[C@@H]2CC[C@H](CC2)O